C1(=C(C=CC=C1)OCC1=NC(=NO1)C1=CC=C(C=C1)NC(=O)C=1SC=CC1)C N-(4-(5-((o-tolyloxy)methyl)-1,2,4-oxadiazol-3-yl)phenyl)thiophene-2-carboxamide